NC1=C(C=C(C=C1)N1C[C@H](CC1)N(C)C)OC(F)F (S)-1-(4-amino-3-(difluoromethoxy)phenyl)-N,N-dimethylpyrrolidin-3-amine